3,4-Diphenylethoxyphenol C1(=CC=CC=C1)C=1C(=C(C=CC1C1=CC=CC=C1)O)OCC